1-(3-bromo-4-fluorophenyl)-4-(2,6-diisopropylphenyl)-1H-pyrazole BrC=1C=C(C=CC1F)N1N=CC(=C1)C1=C(C=CC=C1C(C)C)C(C)C